tert-butyl ((4-(3-hydroxy-3-methylazetidin-1-yl)-1-(4-(trifluoromethoxy)phenyl)-1H-pyrazolo[3,4-b]pyridin-3-yl)methyl)carbamate OC1(CN(C1)C1=C2C(=NC=C1)N(N=C2CNC(OC(C)(C)C)=O)C2=CC=C(C=C2)OC(F)(F)F)C